(Z)-5-fluoro-N'-hydroxy-4-iodo-6-methylpyridine-carboxamidine FC=1C(=CC(=NC1C)/C(=N/O)/N)I